5-ethoxycarbonylphenyl-7-oxo-bicyclo[2.2.1]Hept-2-ene C(C)OC(=O)C=1C=CC=C(C1)C12C=CC(CC1)C2=O